N1(N=CC=C1)CC1CCN(CC1)C1=NC=C(C(=N1)NC1=CC2=C(N(C(N2CCC(C)(C)O)=O)C)C=C1)Cl 5-((2-(4-((1H-pyrazol-1-yl)methyl)piperidin-1-yl)-5-chloropyrimidin-4-yl)amino)-3-(3-hydroxy-3-methylbutyl)-1-methyl-1,3-dihydro-2H-benzo[d]imidazol-2-one